FC1(CC(CCC1)C=N[S@@](=O)C(C)(C)C)F (S)-N-((3,3-difluorocyclohexyl)methylene)-2-methylpropane-2-sulfinamide